COC1=C(C=CC=C1N1CCCCC1)NC1=NC(=NC=C1C(=O)N)NC1=NC=CC=C1 4-(2-Methoxy-3-(piperidin-1-yl)phenylamino)-2-(pyridin-2-ylamino)pyrimidine-5-carboxamide